(1S,2S,4R,6S)-2-(hydroxymethyl)-2-(methoxymethyl)-6-methyl-quinuclidin-3-one OC[C@]1(N2[C@H](C[C@H](C1=O)CC2)C)COC